N1=CC=C(C=C1)N1CCN(CC1)CC=1NC2=CC=C(C=C2C1)C(F)(F)F 2-[[4-(4-pyridinyl)piperazin-1-yl]methyl]-5-(trifluoromethyl)-1H-indole